lithium-nickel-tungsten [W].[Ni].[Li]